ClC1=C(C=C(C=C1)Cl)S(=O)[O-] 2,5-dichlorobenzenesulfinate